Methyl 4-(4-((2-allyl-3-oxo-1-(6-sulfamoylpyridin-2-yl)-2,3-dihydro-1H-pyrazolo[3,4-d]pyrimidine-6-yl)amino)phenyl)piperazine-1-carboxylate C(C=C)N1N(C2=NC(=NC=C2C1=O)NC1=CC=C(C=C1)N1CCN(CC1)C(=O)OC)C1=NC(=CC=C1)S(N)(=O)=O